benzyl-tetradecyl-trihexyl-ammonium C(C1=CC=CC=C1)C(CCCCC)[N+](CCCCCC)(CCCCCC)CCCCCCCCCCCCCC